9-ethyl-6,6-dimethyl-8-iodo-11-oxo-6,11-dihydro-5H-benzo[b]carbazole-3-carbonitrile C(C)C1=CC2=C(C(C=3NC4=CC(=CC=C4C3C2=O)C#N)(C)C)C=C1I